OC(C(=O)SCCNC(CCNC([C@@H](C(COP(OP(OC[C@@H]1[C@H]([C@H]([C@@H](O1)N1C=NC=2C(N)=NC=NC12)O)OP(=O)(O)O)(=O)O)(=O)O)(C)C)O)=O)=O)(CCC(=O)O)C Hydroxyl-methylglutaryl-coA